tert-butyl (2R,4R)-4-hydroxy-2-methylpiperidine-1-carboxylate O[C@H]1C[C@H](N(CC1)C(=O)OC(C)(C)C)C